Cl.FC1(C[C@H](NC1)C=1C=C(C(N(N1)CC1=CC=C(C=C1)OC)=O)C(F)(F)F)F (S)-6-(4,4-difluoropyrrolidin-2-yl)-2-(4-methoxybenzyl)-4-(trifluoromethyl)pyridazin-3(2H)-one hydrochloride